Ethyl 4-(benzyloxy)-2-chloro-6-methylnicotinate C(C1=CC=CC=C1)OC1=CC(=NC(=C1C(=O)OCC)Cl)C